C(C)(C)(C)C=1C=CC=C(C1)C1=CC=CC=C1 5-tert-butyl-[1,1'-biphenyl]